C(CCCCCCCC)OC(CCC1=CC(=C(C(=C1)C(C)(C)C)O)C(C)(C)C)=O nonyl-3-(3,5-di-tert-butyl-4-hydroxyphenyl)propanoate